2-methyl-N-[(1s,4s)-4-{[2,6-bis(trifluoromethyl)pyridin-4-yl]amino}cyclohexyl]-1,2,3,4-tetrahydroisoquinoline-5-carboxamide CN1CC=2C=CC=C(C2CC1)C(=O)NC1CCC(CC1)NC1=CC(=NC(=C1)C(F)(F)F)C(F)(F)F